FC1=CC=C(C=C1)C1=CN=CC=N1 6-(4-fluorophenyl)pyrazine